BrC=1C(=C(C=C(C1)C)C(\C=C\N(C)C)=O)O (E)-1-(3-bromo-2-hydroxy-5-methyl-phenyl)-3-(dimethylamino)prop-2-en-1-one